NC=1C=C2C=C(C(N(C2=C(C1)OCCC[C@H]1CN(C[C@H](C1(F)F)C)C(=O)OC(C)(C)C)C)=O)OCC(=O)NC tert-Butyl (3S,5R)-3-[3-[[6-amino-1-methyl-3-[2-(methylamino)-2-oxo-ethoxy]-2-oxo-8-quinolyl]oxy]propyl]-4,4-difluoro-5-methyl-piperidine-1-carboxylate